8-(5-chloro-2-(isopropylamino)pyridin-4-yl)-2-(5-fluoro-2-(hydroxymethyl)benzyl)-4,4-bis(methoxymethyl)-2,3,4,5-tetrahydro-1H-pyrrolo[1,2-a][1,4]diazepin-1-one ClC=1C(=CC(=NC1)NC(C)C)C=1C=C2N(CC(CN(C2=O)CC2=C(C=CC(=C2)F)CO)(COC)COC)C1